4-([1,1'-biphenyl]-4-yl)-6-(3-(pyridin-3-yl)phenyl)pyrimidine C1(=CC=C(C=C1)C1=NC=NC(=C1)C1=CC(=CC=C1)C=1C=NC=CC1)C1=CC=CC=C1